ClC1=C(C2=C(N=N1)SC1=C2N=CN=C1NCC=1C=NC(=CC1)OC(F)F)C 3-chloro-N-[[6-(difluoromethoxy)-3-pyridinyl]methyl]-4-methyl-pyrimido[4',5':4,5]thieno[2,3-c]pyridazin-8-amine